N-(2-(1-ethyl-8-oxa-1-azaspiro[4.5]dec-4-yl)thieno[2,3-b]pyridin-4-yl)-4,6-difluorobenzo[d]thiazol-5-amine C(C)N1CCC(C12CCOCC2)C2=CC=1C(=NC=CC1NC=1C(=CC3=C(N=CS3)C1F)F)S2